C(C)OC(=O)C=1C=NC2=NC(=CC=C2C1NC=1C=C2CCN(CC2=CC1)C(=O)OC(C)(C)C)OC 4-((2-(tert-butoxycarbonyl)-1,2,3,4-tetrahydroisoquinolin-6-yl)amino)-7-methoxy-1,8-naphthyridine-3-carboxylic acid ethyl ester